N=1N(N=CC1)CCC=1N(C=2C(=C3CC[C@@H](N(C3=CC2)C(=O)OC)C)N1)C1CCS(CC1)(=O)=O methyl (S)-2-(2-(2H-1,2,3-triazol-2-yl)ethyl)-3-(1,1-dioxidotetrahydro-2H-thiopyran-4-yl)-7-methyl-3,7,8,9-tetrahydro-6H-imidazo[4,5-f]quinoline-6-carboxylate